CN1CCN(CC1)C(C)=O 1-(4-methylpiperazin-1-yl)ethanone